potassium N-(acetoacetyl) sulfanilate CC(=O)CC(=O)NC1=CC=C(C=C1)S(=O)(=O)[O-].[K+]